3-(2-fluoro-4-methoxy-5-((quinoxalin-5-ylmethyl)amino)phenyl)-2,4-dioxo-1H-thieno[3,4-d]pyrimidine-5-carboxylic acid FC1=C(C=C(C(=C1)OC)NCC1=C2N=CC=NC2=CC=C1)N1C(NC=2C(C1=O)=C(SC2)C(=O)O)=O